CN1C(=NC=C1)C1(CCN(CC1)CC1=CC=C(C=C1)NC(C)=O)CCC1=CC=CC=C1 N-(4-((4-(1-methyl-1H-imidazol-2-yl)-4-phenethyl-piperidin-1-yl)methyl)phenyl)acetamide